The molecule is an acyl-CoA(4-) obtained by deprotonation of the phosphate and diphosphate groups of oscr#33-CoA; major species at pH 7.3. It is a conjugate base of an oscr#33-CoA. C[C@H]1[C@@H](C[C@H]([C@@H](O1)OCCCCCCCCCCCCCCCC/C=C/C(=O)SCCNC(=O)CCNC(=O)[C@@H](C(C)(C)COP(=O)([O-])OP(=O)([O-])OC[C@@H]2[C@H]([C@H]([C@@H](O2)N3C=NC4=C(N=CN=C43)N)O)OP(=O)([O-])[O-])O)O)O